ClC=1N=C(C=2CCCCC2C1)N chloro-5,6,7,8-tetrahydroisoquinolin-1-amine